furo[3,2-c]pyridazin-7-yl trifluoromethanesulfonate FC(S(=O)(=O)OC1=COC2=C1N=NC=C2)(F)F